CN1C(NC2=CC=C(C=C2C1)NC1=C(C=C(C=C1)N1CCC(CC1)C(F)(F)F)C)=O 3-methyl-6-({2-methyl-4-[4-(trifluoromethyl)piperidin-1-yl]phenyl}amino)-1,4-dihydroquinazolin-2-one